4-bromo-5-[4-(2,5-dichloro-benzenesulfonyl)-piperazin-1-yl]-benzofuran-2-carboxylic acid BrC1=C(C=CC2=C1C=C(O2)C(=O)O)N2CCN(CC2)S(=O)(=O)C2=C(C=CC(=C2)Cl)Cl